butyl 6-[[[3-(trifluoromethyl)oxetan-3-yl]amino]methyl]-2-azaspiro[3.3]heptane-2-carboxylate FC(C1(COC1)NCC1CC2(CN(C2)C(=O)OCCCC)C1)(F)F